NN1C(=NC(=C1C(=O)N)C1=CC=C(C=C1)C(NC1=NC=CC(=C1)C)=O)[C@H]1N(CCCC1)C(C(=C)C)=O (S)-1-amino-2-(1-methacryloylpiperidin-2-yl)-4-(4-((4-methylpyridin-2-yl)carbamoyl)phenyl)-1H-imidazole-5-carboxamide